ClC=1C(=NC(=NC1)NC1=C(C=C(C(=C1)C)C=1C[C@@H](N([C@@H](C1)C)C1CCOCC1)C)OC(C)C)NC1=C(C=CC=C1)S(=O)(=O)C(C)C 5-chloro-N2-(4-((cis)-2,6-dimethyl-1-(tetrahydro-2H-pyran-4-yl)-1,2,3,6-tetrahydropyridin-4-yl)-2-isopropoxy-5-methylphenyl)-N4-(2-(isopropylsulfonyl)phenyl)pyrimidine-2,4-diamine